C12(CC(C1)C2)N2[C@@H](C=1NC3=CC=CC=C3C1C[C@H]2C)C2=NC=C(C=N2)OC2CN(C2)CCCF (1S,3R)-2-(bicyclo[1.1.1]pentan-1-yl)-1-(5-((1-(3-fluoropropyl)azetidin-3-yl)oxy)pyrimidin-2-yl)-3-methyl-2,3,4,9-tetrahydro-1H-pyrido[3,4-b]indole